4'-chloro-6-(3-(4-(hydroxymethyl)phenoxy)azetidin-1-yl)-[1,1'-biphenyl]-2-formic acid ClC1=CC=C(C=C1)C=1C(=CC=CC1N1CC(C1)OC1=CC=C(C=C1)CO)C(=O)O